FC=1C=C(C=CC1F)[C@@H]1[C@H](NC(O1)=O)C=1C=C(C=NC1)C#CC=1C=C(C#N)C=CC1 3-((5-((4R,5R)-5-(3,4-difluorophenyl)-2-oxo-1,3-oxazolidin-4-yl)-3-pyridinyl)ethynyl)benzonitrile